N1(CCC1)C1=CC2=C(C=C(O2)C(=O)NS(=O)(=O)C=2C=C(C=C3C=CC=NC23)C)C(=C1)F 6-(Azetidin-1-yl)-4-fluoro-N-(6-methylquinoline-8-sulfonyl)-1-benzofuran-2-carboxamide